allyl-sulfonate C(C=C)S(=O)(=O)[O-]